Acrylic acid isodecyl ester C(CCCCCCC(C)C)OC(C=C)=O